FC=1C(=NC=CC1)C=1C(=C2C=CC=CN2C1)C(=O)N1C[C@@H]2CN(C[C@@H]2C1)C1=NC2=CC=CC=C2N=C1 (2-(3-Fluoropyridin-2-yl)indolizin-1-yl)((3aR,6aS)-5-(quinoxalin-2-yl)hexahydropyrrolo[3,4-c]pyrrol-2(1H)-yl)methanone